5-(difluoromethyl)-4-iodo-1-(2-methoxyethyl)pyrazole FC(C1=C(C=NN1CCOC)I)F